4-fluoro-N-{phenyl[5-(propan-2-yl)pyridin-2-yl]methyl}-1-{2-[4-(trifluoromethyl)-1H-1,2,3-triazol-5-yl]acetyl}pyrrolidine-2-carboxamide FC1CC(N(C1)C(CC1=C(N=NN1)C(F)(F)F)=O)C(=O)NC(C1=NC=C(C=C1)C(C)C)C1=CC=CC=C1